5-[(4-methoxybenzyl)(4-dimethylaminobenzyl)aminocarbonyloxyethoxyethoxy]dimethylaminobenzylamine COC1=CC=C(CC(COC=2C=CC=C(CNN(C)C)C2)OCCOC(=O)NCC2=CC=C(C=C2)N(C)C)C=C1